C1(=CC=CC=C1)N1C=2C=CC=CC2C2(C3=CC=CC=C3C(C=3C=CC=CC23)=O)C2=CC=CC=C12 10-phenyl-10H,10'H-spiro[acridin-9,9'-anthracene]-10'-on